CC=1C(=[N+](C=CC1)C)C Trimethyl-pyridinium